C(CCCCC)C(=CC(=O)OCCCCCCN(CCCCCCOC(C=C(CCCCCC)CCCCCC)=O)CCCO)CCCCCC ((3-hydroxypropyl)azanediyl)bis(hexane-6,1-diyl) (2E,2'E)-bis(3-hexylnon-2-enoate)